NC([C@H](CCC(=O)OC(C)(C)C)N1C(C2=CC=C(C=C2C1)C1=NC(=CC(=C1)N1CCN(CC1)S(=O)(=O)C)NCC1=CC=C(C=C1)OC)=O)=O tert-butyl (S)-5-amino-4-(5-(6-((4-methoxybenzyl)amino)-4-(4-(methyl sulfonyl)piperazin-1-yl)pyridin-2-yl)oxoisoindolin-2-yl)-5-oxopentanoate